ClC=1C=C2C=C(C(NC2=C(C1)F)=O)[C@H](C)NC1=CC=C(N(C1=O)C)C#N (S)-5-((1-(6-chloro-8-fluoro-2-oxo-1,2-dihydroquinolin-3-yl)ethyl)amino)-1-methyl-6-oxo-1,6-dihydropyridine-2-carbonitrile